3-(1-hydroxypropan-2-yl)-8-(pyridin-3-yl)-6-(4-(trifluoromethyl)phenyl)pyrido[3,4-d]Pyrimidin-4(3H)-one OCC(C)N1C=NC2=C(C1=O)C=C(N=C2C=2C=NC=CC2)C2=CC=C(C=C2)C(F)(F)F